4-[4'-((3S)-3,7-dimethyl-6-octenyl)biphenylyl]-1,7-dibromo-perylene C[C@H](CCC1=CC=C(C=C1)C1=C(C=CC=C1)C=1C2=CC=C(C=3C=4C=CC=C5C=CC(=C(C(=CC1)C23)C54)Br)Br)CCC=C(C)C